1,1'-[Methylenebis(oxy)]bis-butan C(OCCCC)OCCCC